[Cl-].CN1C=2C=CC=CC2C(C2=CC=CC=C12)Cl 10-methyl-9-chloroacridine chloride salt